CN1N=C(C(=C1)NC(=O)C1=CC=CC(=N1)C=1C=NC=C(C1)C(=O)N)C1=NC=CC=C1 N6-(1-methyl-3-(pyridin-2-yl)-1H-pyrazol-4-yl)-[2,3'-bipyridine]-5',6-dicarboxamide